N-(3-((R)-N-(2-amino-3,3,3-trifluoropropanoyl)-S-methylsulfonimidoyl)phenyl)-2-((6-fluoro-2-methylpyridin-3-yl)oxy)-4-methyl-5-(trifluoromethyl)nicotinamide NC(C(=O)N=[S@@](=O)(C)C=1C=C(C=CC1)NC(C1=C(N=CC(=C1C)C(F)(F)F)OC=1C(=NC(=CC1)F)C)=O)C(F)(F)F